3-(6-((1-(4-methyl-1-neopentylpiperidin-4-yl)-1H-pyrazol-4-yl)methyl)-2-oxobenzo[cd]indol-1(2H)-yl)piperidine-2,6-dione CC1(CCN(CC1)CC(C)(C)C)N1N=CC(=C1)CC=1C=2C3=C(C(N(C3=CC1)C1C(NC(CC1)=O)=O)=O)C=CC2